(3-bromoimidazo[1,2-a]pyrazin-8-yl)(tert-butoxycarbonyl)carbamic acid tert-butyl ester C(C)(C)(C)OC(N(C(=O)OC(C)(C)C)C=1C=2N(C=CN1)C(=CN2)Br)=O